3-(2-chloro-3'-fluoro-4'-(5-oxo-4-azaspiro[2.5]octan-4-yl)-[1,1'-biphenyl]-3-yl)piperidine-2,6-dione ClC1=C(C=CC=C1C1C(NC(CC1)=O)=O)C1=CC(=C(C=C1)N1C2(CC2)CCCC1=O)F